N-ethyl-piperidinium tetrafluoroborate F[B-](F)(F)F.C(C)[NH+]1CCCCC1